tert-butyl (2R,3S,4S)-3-(acetyloxy)-4-hydroxy-2-{[4-(trifluoromethoxy)phenyl]methyl}pyrrolidine-1-carboxylate C(C)(=O)O[C@H]1[C@H](N(C[C@@H]1O)C(=O)OC(C)(C)C)CC1=CC=C(C=C1)OC(F)(F)F